N1C=NC2=C1C=CC(=C2)N2CNC(C2C2=C(C(=CC(=C2)F)F)F)=O 1-(1H-Benzo[d]imidazol-5-yl)-5-(2,3,5-trifluorophenyl)imidazolidin-4-on